C1(CC1)C=1C(=CC(=C(CN2CCC3(CN(C(N3)=O)C3=CC=C(C(=O)O)C=C3)CC2)C1)OCC)P(=O)(C)C 4-(8-(5-cyclopropyl-4-(dimethylphosphoryl)-2-ethoxybenzyl)-2-oxo-1,3,8-triazaspiro[4.5]decan-3-yl)benzoic acid